rac-(3aR,6aR)-5-[2-methyl-6-(trifluoromethyl)pyridin-3-yl]sulfonyl-2-(oxan-4-ylmethyl)-1,3,3a,4,6,6a-hexahydropyrrolo[3,4-c]pyrrole CC1=NC(=CC=C1S(=O)(=O)N1C[C@@H]2[C@@H](C1)CN(C2)CC2CCOCC2)C(F)(F)F |r|